4-acetyl-1-(2-(2,2,7-trifluoro-3-oxo-6-(perfluorophenyl)-2,3-dihydro-4H-benzo[b][1,4]oxazin-4-yl)acetyl)piperazine-2-carboxylic acid C(C)(=O)N1CC(N(CC1)C(CN1C2=C(OC(C1=O)(F)F)C=C(C(=C2)C2=C(C(=C(C(=C2F)F)F)F)F)F)=O)C(=O)O